(1R,4R)-6'-acetyl-4-(3-chloroanilino)-2'-[(2R)-3-hydroxy-2-methylpropyl]spiro[cyclohexane-1,1'-indene]-4-carboxylic acid methyl ester COC(=O)C1(CCC2(C(=CC3=CC=C(C=C23)C(C)=O)C[C@H](CO)C)CC1)NC1=CC(=CC=C1)Cl